C1(=CC=CC2=CC=CC=C12)NC1=CC=2NC3=CC=CC=C3C2C=C1 N-(naphthalen-1-yl)-9H-carbazol-2-amine